1-(4-amino-1,3,5-triazin-2-yl)-3-fluoro-3-methylpiperidin-4-ol NC1=NC(=NC=N1)N1CC(C(CC1)O)(C)F